NC1=NC(=CC(=N1)N1CCC2(C[C@H](NC2)C(=O)OCC)CC1)O[C@@H](C(F)(F)F)C1=C(C=C(C=C1)Cl)N1N=CC2=CC=CC=C12 (S)-ethyl 8-(2-amino-6-((R)-1-(4-chloro-2-(1H-indazol-1-yl)phenyl)-2,2,2-trifluoroethoxy)pyrimidin-4-yl)-2,8-diazaspiro[4.5]decane-3-carboxylate